C(C1=CC=CC=C1)OC1=C(N(C=CC1=O)C[C@H](O)C1=CC=C(C=C1)F)C (R)-3-(benzyloxy)-1-(2-(4-fluorophenyl)-2-hydroxyethyl)-2-methylpyridin-4(1H)-one